3,3-dimethyl-2H,3H,5H-benzo[g]indole-2,5-dione CC1(C(N=C2C3=C(C(C=C12)=O)C=CC=C3)=O)C